CC(C#N)(C)C=1OC(=NN1)C1=CC2=C(C(C[C@H](C(N2CC=2C(=NC(=CC2)N2N=CC(=C2)C(F)(F)F)F)=O)N)(F)F)C=C1F 2-methyl-2-[5-[(3R)-3-amino-5,5,7-trifluoro-1-[[2-fluoro-6-[4-(trifluoromethyl)pyrazol-1-yl]-3-pyridyl]methyl]-2-oxo-3,4-dihydro-1-benzazepin-8-yl]-1,3,4-oxadiazol-2-yl]propanenitrile